C(C=C)OC(C(C)O)S(=O)(=O)O allyloxy-2-hydroxypropanesulfonic acid